ClC1=C(C=C(C=N1)C=1C=C(C=CC1)[C@H](C)NC1=NC(=NC=C1)C)C N-{(1S)-1-[3-(6-chloro-5-methylpyridin-3-yl)phenyl]ethyl}-2-methylpyrimidin-4-amine